ClC1=CC=C(S1)C=1C=C2C(=NC1)C=NN2CC=2C=CC=NC2 5-[[6-(5-Chloro-2-thienyl)pyrazolo[4,3-b]pyridin-1-yl]methyl]pyridine